2-fluoro-4-{7-[2-(pyrrolidin-1-yl)ethoxy]-[1,2,4]triazolo[1,5-a]pyridin-5-yl}benzonitrile FC1=C(C#N)C=CC(=C1)C1=CC(=CC=2N1N=CN2)OCCN2CCCC2